Methyl 5-(methoxy-d3)-4-carbonyl-1,4-dihydropyridine-2-carboxylate C(OC=1C(C=C(NC1)C(=O)OC)=C=O)([2H])([2H])[2H]